COC=1C=C(C=CC1)N1NC(CC1)=O N-(3-methoxyphenyl)-3-pyrazolidinone